(4,4,5,5-tetramethyl-1,3,2-dioxaborolan-2-yl)-3,6-dihydropyridine-1(2H)-carboxylate CC1(OB(OC1(C)C)C1N(CC=CC1)C(=O)[O-])C